2-Amino-3,5-dichloromethylpyridine NC1=NC=C(C=C1CCl)CCl